O=C([C@H](O)[C@@H](O)[C@H](O)[C@H](O)CO)[O-].[K+].C(C)(C)OC(OC(C)C)(OC(C)C)[SiH2]C1=CC=CC=C1 triisopropoxymethylphenyl-silane potassium gluconate salt